4-Fluoro-3-iodo-2-(trifluoromethyl)benzonitrile FC1=C(C(=C(C#N)C=C1)C(F)(F)F)I